C(CCCC)OC(CC/C=C/C=C)OCCCCC (3E)-7,7-dipentyloxy-1,3-heptadiene